4-fluoro-5-hydroxy-2-methoxybenzamide FC1=CC(=C(C(=O)N)C=C1O)OC